4-acrylamido-N-(but-3-yn-2-yl)benzamide C(C=C)(=O)NC1=CC=C(C(=O)NC(C)C#C)C=C1